N-((S)-1-(((R)-3-methyl-1-((5R,7S)-5,6,7-trimethyl-4,9-dioxo-1,3,6,2-dioxazaboronan-2-yl)butyl)amino)-1-oxo-3-phenylpropan-2-yl)pyrazine-2-carboxamide CC(C[C@@H](B1OC(C[C@@H](N([C@@H](C(O1)=O)C)C)C)=O)NC([C@H](CC1=CC=CC=C1)NC(=O)C1=NC=CN=C1)=O)C